C(CCC#CCCC#N)#N oct-4-ynedinitrile